(E)-3-(6-amino-1H-indol-3-yl)-2-methyl-1-(3,4,5-trimethoxyphenyl)prop-2-en-1-one NC1=CC=C2C(=CNC2=C1)/C=C(/C(=O)C1=CC(=C(C(=C1)OC)OC)OC)\C